ClC=1N(C=CN1)CC1=CC=C(C=C1)C1=C(SC(=C1C)CC(C)C)S(=O)(=O)NC1=NC=CC=N1 3-(4-((2-Chloro-1H-imidazol-1-yl)methyl)phenyl)-5-isobutyl-4-methyl-N-(pyrimidin-2-yl)thiophene-2-sulfonamide